FC=1C=C(C=C(C1)F)CC(=O)NN1C(=NC2=CC(=CC=C2C1=O)F)N1CCCC1 2-(3,5-Difluoro-phenyl)-N-(7-fluoro-4-oxo-2-pyrrolidin-1-yl-4H-quinazolin-3-yl)-acetamide